[Pd](Cl)Cl.ClC1=C([C-](C=C1)P(C1=CC=CC=C1)C1=CC=CC=C1)Cl.[C-]1(C=CC=C1)P(C1=CC=CC=C1)C1=CC=CC=C1.[Fe+2] dichloro-1,1'-bis(diphenylphosphino)ferrocene palladium (II) dichloride